FC1(C(C12CCC2)C(=O)N)F 2,2-difluorospiro[2.3]hexane-1-carboxamide